FC1(CN(CC[C@@H]1N1C(N(C=2C=NC=3C=CC(=CC3C21)C=2C=NC(=CC2)OC)C[2H])=O)C)F (S)-1-(3,3-difluoro-1-methylpiperidin-4-yl)-8-(6-methoxypyridin-3-yl)-3-(deuteromethyl)-1,3-dihydro-2H-imidazo[4,5-c]quinolin-2-one